C(C)C=1C(=NC=C(C1)C=C)O 3-ethyl-5-vinylpyridin-2-ol